BrCCCCCC(=O)OCCCCCCCCCC Decyl 6-bromohexanoate